4-amino-piperidine NC1CCNCC1